6-bromo-N4-cyclopropyl-7-fluoroquinoline-3,4-diamine BrC=1C=C2C(=C(C=NC2=CC1F)N)NC1CC1